NC=1C2=C(N=C(N1)[2H])C=CC(=N2)C=2C=C(C=CC2)C2=CC(=NN2)[C@@]2(C(N(CC2)C)=O)O (S)-3-(5-(3-(4-aminopyrido[3,2-d]pyrimidin-6-yl-2-d)phenyl)-1H-pyrazol-3-yl)-3-hydroxy-1-methylpyrrolidin-2-one